(2R,3S,4R,5R)-3-fluoro-4-hydroxy-5-(hydroxymethyl)-5-[(methylsulfanyl)methyl-oxolan-2-yl]pyrimidin-2-one FN1C(N=C[C@]([C@H]1O)([C@@]1(OCCC1)CSC)CO)=O